(3R)-6-bromo-3-methyl-1-[(1S)-1-phenylethyl]-7-(trifluoromethyl)-3H-pyrido[2,3-b][1,4]oxazin-2-one BrC=1C(=CC2=C(O[C@@H](C(N2[C@@H](C)C2=CC=CC=C2)=O)C)N1)C(F)(F)F